FC=1C=C(C=CC1O)CC1=CC(=C(C=C1)O)F bis(3-fluoro-4-hydroxyphenyl)methane